2-Bromothiazolo[5,4-b]pyridine-5-carboxylic acid methyl ester COC(=O)C1=CC=C2C(=N1)SC(=N2)Br